(3-chloro-5-(ethylsulfanyl)phenyl)-1-methyl-5-(pyrimidin-2-yl)-1H-pyrrole-3-carboxamide ClC=1C=C(C=C(C1)SCC)C=1N(C(=CC1C(=O)N)C1=NC=CC=N1)C